tert-butyl (R)-(1-(6-(3-(2-(5-cyclopropylnicotinoyl)hydrazine-1-carbonyl)oxetan-3-yl)pyridin-3-yl)piperidin-3-yl)carbamate C1(CC1)C=1C=NC=C(C(=O)NNC(=O)C2(COC2)C2=CC=C(C=N2)N2C[C@@H](CCC2)NC(OC(C)(C)C)=O)C1